3,3-difluorocyclobutyl (trans-4-((4-(5-(methanesulfonyl)pyridin-3-yl)-5-(trifluoromethyl)pyrimidin-2-yl)amino)cyclohexyl)(5-(2-methoxypyrimidin-5-yl)pyridin-2-yl)carbamate CS(=O)(=O)C=1C=C(C=NC1)C1=NC(=NC=C1C(F)(F)F)N[C@@H]1CC[C@H](CC1)N(C(OC1CC(C1)(F)F)=O)C1=NC=C(C=C1)C=1C=NC(=NC1)OC